O1C(OCC1)/C=C/C1=CN=CN1C1=C(C=CC=C1)F (E)-5-(2-(1,3-dioxolan-2-yl)vinyl)-1-(2-fluorophenyl)-1H-imidazole